COC=1C=C2C=CC(=CC2=CC1)C1=NC=CC2=CC=CC=C12 (6-methoxynaphthalene-2-yl)isoquinoline